N1C(CNC2=CC=CC=C12)=O 1,3-dihydroquinoxalin-2-one